C(C)(C)C1=NN=C2N1N=C(C=C2NCC2=CC=C(C=C2)C2=NC=CC=C2)N[C@H](CO)[C@@H](C)O (2R,3R)-2-[[3-isopropyl-8-[[4-(2-pyridyl)phenyl]methylamino]-[1,2,4]triazolo[4,3-b]pyridazin-6-yl]amino]butane-1,3-diol